(±)-7-(8-fluoro-3-(methoxymethoxy) naphthalen-1-yl)-2-(methylthio)-5,6,7,8-tetrahydroquinazolin-4-yl trifluoromethanesulfonate FC(S(=O)(=O)OC1=NC(=NC=2C[C@@H](CCC12)C1=CC(=CC2=CC=CC(=C12)F)OCOC)SC)(F)F |r|